2-Cyclopentyl-4-(6-phenylpyrrolo[1,2-b]pyridazin-4-yl)benzoic Acid C1(CCCC1)C1=C(C(=O)O)C=CC(=C1)C=1C=2N(N=CC1)C=C(C2)C2=CC=CC=C2